FC(C1=CC=C(/C=C/B(O)O)C=C1)(F)F (E)-(4-(trifluoromethyl)styryl)boronic acid